N1(CCC1)C1=C(C=C(C=N1)C1=NNC2=CC=C(C=C12)O[C@H](C)C1=C(N=NC=C1C)C)OC (R)-3-(6-(azetidin-1-yl)-5-methoxypyridin-3-yl)-5-(1-(3,5-dimethylpyridazin-4-yl)ethoxy)-1H-indazole